1-[1-(4-{[2-amino-5-({4-[3-(3-methyl-1H-imidazol-3-ium-1-yl)pyrrolidin-1-yl]phenyl}amino)-4-oxocyclohexa-2,5-dien-1-ylidene]amino}phenyl)pyrrolidin-3-yl]-3-methyl-1H-imidazol-3-ium NC=1C(C=C(C(C1)=O)NC1=CC=C(C=C1)N1CC(CC1)N1C=[N+](C=C1)C)=NC1=CC=C(C=C1)N1CC(CC1)N1C=[N+](C=C1)C